(3S,4R)-4-(4-amino-3-(4-phenoxyphenyl)-1H-pyrazolo[3,4-d]pyrimidin-1-yl)-3-fluoro-[1,4'-bipiperidine]-1'-carboxylic acid tert-butyl ester C(C)(C)(C)OC(=O)N1CCC(CC1)N1C[C@@H]([C@@H](CC1)N1N=C(C=2C1=NC=NC2N)C2=CC=C(C=C2)OC2=CC=CC=C2)F